1,3-dibromo-5-methoxybenzene BrC1=CC(=CC(=C1)OC)Br